OC1CCC(CC1)NC1=NC(=CC=N1)NC=1SC(=CN1)C=1OC(=NN1)C1=CC=CC=C1 2-(((1R,4R)-4-hydroxycyclohexyl)amino)-6-((5-(5-phenyl-1,3,4-oxadiazol-2-yl)thiazol-2-yl)amino)pyrimidine